CN1C[C@@H](C(C1)C)OCC1=C(N(N=C1)C)C1=CC=2N(C=C1)N=C(C2)NC2=NC=C(N=C2)C R-5-[4-[(1,4-dimethylpyrrolidin-3-yl)oxymethyl]-2-methyl-pyrazol-3-yl]-N-(5-methylpyrazin-2-yl)pyrazolo[1,5-a]pyridin-2-amine